dimethyl-(2-acryloyloxyethyl)(2-carboxylatoethyl)aminium C[N+](CCC(=O)[O-])(CCOC(C=C)=O)C